2,6-dichloro-7-methyl-9-(4-(1-methyl-4-(trifluoromethyl)-1H-imidazol-2-yl)benzyl)-7,9-dihydro-8H-purin-8-imine ClC1=NC(=C2N(C(N(C2=N1)CC1=CC=C(C=C1)C=1N(C=C(N1)C(F)(F)F)C)=N)C)Cl